NC1=NC=C(C=N1)C(=O)N=C1N=C2C(=C(C=CC2=C2N1CCN2)OCCCN2CCOCC2)OC 2-amino-N-[7-methoxy-8-(3-morpholin-4-ylpropoxy)-2,3-dihydro-1H-imidazo[1,2-c]quinazolin-5-ylidene]pyrimidine-5-carboxamide